(4aR,8aS)-6-[6-[[6-(trifluoromethyl)-3-pyridyl]methyl]-2-azaspiro[3.4]octane-2-carbonyl]-4,4a,5,7,8,8a-hexahydropyrido[4,3-b][1,4]oxazin-3-one FC(C1=CC=C(C=N1)CC1CC2(CN(C2)C(=O)N2C[C@@H]3[C@@H](OCC(N3)=O)CC2)CC1)(F)F